N-((4-(1-(cyanomethyl)-1H-pyrazol-3-yl)-6-(4-fluorophenyl)pyridin-3-yl)methyl)acrylamide C(#N)CN1N=C(C=C1)C1=C(C=NC(=C1)C1=CC=C(C=C1)F)CNC(C=C)=O